FC=1C=C(C=C(C1)F)[C@H]1N(OCC1)C(=O)C1CCN(CC1)C1=CC(=NC=N1)C#N (S)-6-(4-(3-(3,5-difluorophenyl)isoxazolidine-2-carbonyl)piperidin-1-yl)pyrimidine-4-carbonitrile